Benzyl 3-[(5-[5-methyl-5H-pyrido[4,3-b]indol-7-yl]pyridin-2-yl)oxy]azetidine-1-carboxylate CN1C2=C(C=3C=CC(=CC13)C=1C=CC(=NC1)OC1CN(C1)C(=O)OCC1=CC=CC=C1)C=NC=C2